[N+](=[N-])=CC(C#N)C diazoisobutyronitrile